7-(4-(4-(benzo[b]thiophen-4-yl)piperazin-1-yl)butoxy)-N-ethyl-2-oxoquinoline-1(2H)-carboxamide S1C2=C(C=C1)C(=CC=C2)N2CCN(CC2)CCCCOC2=CC=C1C=CC(N(C1=C2)C(=O)NCC)=O